C(C1=CC=CC=C1)(=O)O[C@@H]1[C@H](O[C@@H]([C@@H]([C@H]1OC(C1=CC=CC=C1)=O)OC(C1=CC=CC=C1)=O)Br)COC(C1=CC=CC=C1)=O (2R,3R,4S,5R,6R)-2-(benzoyloxymethyl)-6-bromotetrahydro-2H-pyran-3,4,5-trisyl tribenzoate